BrC=1C(=NC(=C(C1)N1[C@@H](CCC1)COC)C)NC1=C(C(=CC=C1C)OCC1=CC=C(C=C1)OC)C (S)-3-Bromo-N-(3-((4-methoxybenzyl)oxy)-2,6-dimethylphenyl)-5-(2-(methoxymethyl)pyrrolidin-1-yl)-6-methylpyridin-2-amine